BrC=1CC2=CC3=C(OCCCO3)C=C2C1 8-bromo-3,4-dihydro-2H,7H-indeno[5,6-b][1,4]dioxepin